Ethyl 2,2-difluoro-3-((4-(1-methyl-4-(trifluoromethyl)-1H-imidazol-2-yl)benzyl)amino)propanoate FC(C(=O)OCC)(CNCC1=CC=C(C=C1)C=1N(C=C(N1)C(F)(F)F)C)F